C(C(=C)C)(=O)OC(C)COCC=C allyloxymethylethyl methacrylate